(S)-(3-amino-1-(difluoromethyl)-1H-pyrazol-5-yl)(4-(pyrazolo[1,5-a]pyridin-2-yl)-6,7-dihydro-1H-imidazo[4,5-c]pyridin-5(4H)-yl)methanone NC1=NN(C(=C1)C(=O)N1[C@@H](C2=C(CC1)NC=N2)C2=NN1C(C=CC=C1)=C2)C(F)F